(3-(6-methylpyridin-2-yl)piperidin-3-yl)carbamic acid methyl ester hydrochloride Cl.COC(NC1(CNCCC1)C1=NC(=CC=C1)C)=O